N,N'-diisopropyl-O-tert-butyl-isourea C(C)(C)NC(OC(C)(C)C)=NC(C)C